(2R,4S)-2-(2-((S)-5-(3-amino-6-bromoquinolin-4-ylamino)pent-2-yloxy)-5-fluoropyridin-3-yl)-4-fluoropyrrolidine-1-carboxylic acid tert-butyl ester C(C)(C)(C)OC(=O)N1[C@H](C[C@@H](C1)F)C=1C(=NC=C(C1)F)O[C@@H](C)CCCNC1=C(C=NC2=CC=C(C=C12)Br)N